CN(C(=N)N(C)C)C.C(C)(=O)O acetic acid-1,1,3,3-tetramethyl-guanidine salt